FC(OC1=C(C=CC=C1)C1=CC(=NC=C1C(=O)NC=1SC(=NN1)OCC1=NC=C(C=C1)C(C)(C)O)C)F 4-(2-(difluoromethoxy)phenyl)-N-(5-((5-(2-hydroxy-prop-2-yl)pyridin-2-yl)methoxy)-1,3,4-thiadiazol-2-yl)-6-methylnicotinamide